5-(2,6-Dimethylphenyl)-9,9-dioxo-2-oxa-9λ6-thia-6,8,15,17,24-pentazatetracyclo[16.3.1.13,7.110,14]tetracosa-1(21),3,5,7(24),10(23),11,13,18(22),19-nonaen-16-one CC1=C(C(=CC=C1)C)C=1C=C2OC3=CC=CC(NC(NC4=CC=CC(S(NC(N1)=N2)(=O)=O)=C4)=O)=C3